FC1=C(NC=2C(=NC(=C(N2)NC)C=2C3=C(C=NC2)N(C=N3)C)C(=O)[O-])C=CC(=C1)CN1[C@H]3CO[C@@H](C1)C3 2-fluoro-4-[[(1R,4R)-2-oxa-5-azabicyclo[2.2.1]heptan-5-yl]methyl]anilino-5-(methylamino)-6-(3-methylimidazo[4,5-c]pyridin-7-yl)pyrazine-2-carboxylate